1-(6-amino-3,5-difluoropyridin-2-yl)-8-chloro-6-fluoro-7-(3-hydroxyazetidin-1-yl)-4-oxo-1,4-dihydroquinoline-3-carboxylic acid ethyl ester C(C)OC(=O)C1=CN(C2=C(C(=C(C=C2C1=O)F)N1CC(C1)O)Cl)C1=NC(=C(C=C1F)F)N